CCC(CCCCCCCCCCCCCCCCC)O eicosane-3-ol